muramic acid hydrochloride Cl.OC1[C@H](N)[C@@H](O[C@@H](C(=O)O)C)[C@H](O)[C@H](O1)CO